7-chloro-2-(2,5-dicyclopropyl-4-methoxyphenyl)-8-hydroxy-3-(oxazol-5-ylmethyl)benzo[4,5]thieno[2,3-d]pyrimidin-4(3H)-one ClC1=C(C2=C(C3=C(N=C(N(C3=O)CC3=CN=CO3)C3=C(C=C(C(=C3)C3CC3)OC)C3CC3)S2)C=C1)O